FC1(CC(C1)C1=NC(=C2C(=N1)N(N=C2)C(C)C)NC=2N=CN(C2)C2=CC(=C(C(=C2)OC)OC)OC)F 6-(3,3-difluorocyclobutyl)-1-isopropyl-N-(1-(3,4,5-trimethoxyphenyl)-1H-imidazol-4-yl)-1H-pyrazolo[3,4-d]pyrimidin-4-amine